FC=1OC2=C(C1)C1=C(C=C2OC)SC(=C1)C(CCC(=O)O)=O 4-(2-fluoro-4-methoxythieno[3,2-e]benzofuran-7-yl)-4-oxobutanoic acid